FC(CCC=1OC(=CN1)C=1C=CC(=NC1)C#N)(C(F)(F)F)F 5-(2-(3,3,4,4,4-pentafluorobutyl)oxazol-5-yl)picolinonitrile